3-ethynyl-6,7-dihydropyrazolo[1,5-a]pyrazine-5(4H)-carboxylic acid tert-butyl ester C(C)(C)(C)OC(=O)N1CC=2N(CC1)N=CC2C#C